diethylaminodithiocarbamic acid C(C)N(CC)NC(S)=S